N1C=CC=2C1=NC=CC2CN(C(=O)C=2C=C1C=C(C(=NC1=CC2)N)C)CC2=CC1=C(NC(N1)=O)C=C2 N-((1H-pyrrolo[2,3-b]pyridin-4-yl)methyl)-2-amino-3-methyl-N-((2-oxo-2,3-dihydro-1H-benzo[d]imidazol-5-yl)methyl)quinoline-6-carboxamide